N,N-Dibenzyl-1-(2,2-difluorocyclobutyl)methanamine C(C1=CC=CC=C1)N(CC1C(CC1)(F)F)CC1=CC=CC=C1